OC[C@H]1CN(CCC12CCNCC2)C(=O)OC(C)(C)C |r| rac-tert-butyl 1-(hydroxymethyl)-3,9-diazaspiro[5.5]undecane-3-carboxylate